N1N=CC2=CC=C(C=C12)OC1CCN(CC1)C1=C(C=C2C(=N1)N(NC2=O)C)C 6-(4-((1H-indazol-6-yl)oxy)piperidin-1-yl)-1,5-dimethyl-1,2-dihydro-3H-pyrazolo[3,4-b]pyridin-3-one